trifluoromethane Boron [B].FC(F)F